1-(5-((4-(1H-pyrrolo[2,3-b]pyridin-3-yl)-3,6-dihydropyridin-1(2H)-yl)methyl)-1-oxoisoindolin-2-yl)dihydropyrimidine-2,4(1H,3H)-dione N1C=C(C=2C1=NC=CC2)C=2CCN(CC2)CC=2C=C1CN(C(C1=CC2)=O)N2C(NC(CC2)=O)=O